CC1(NC(CC(C1)OCC1=CC=CC=C1)(C)C)C 2,2,6,6-tetramethyl-4-benzyloxypiperidine